CCCCCCCCCCCCCCCCCCCCCC(=O)O[C@H](COC(=O)CCCCCCCCC/C=C\\CCCCCC)COP(=O)([O-])OCC[N+](C)(C)C The molecule is a phosphatidylcholine 40:1 in which the acyl groups specified at positions 1 and 2 are (11Z)-octadecenoyl and docosanoyl respectively. It derives from a cis-vaccenic acid and a docosanoic acid.